5-methyl-2-(trifluoromethyl)aniline CC=1C=CC(=C(N)C1)C(F)(F)F